FC=1C(=C(C=CC1F)C(=O)N1CC(C1)(O)C=C)NC1=C(C=C(C=C1)I)F 1-({3,4-difluoro-2-[(2-fluoro-4-iodophenyl)amino]Phenyl}carbonyl)-3-vinylazetidin-3-ol